N-(2-chloroethyl)-12-(4-(2-fluoro-5-((4-oxo-3,4-dihydrophthalazin-1-yl)methyl)benzoyl)piperazin-1-yl)-12-oxododecanamide ClCCNC(CCCCCCCCCCC(=O)N1CCN(CC1)C(C1=C(C=CC(=C1)CC1=NNC(C2=CC=CC=C12)=O)F)=O)=O